4-methyl-3-{2-methyl-6-[4-(trifluoromethyl)phenoxy]pyrimidin-4-yl}-1-(3-methylpyrazin-2-yl)-1H,4H,5H-pyrrolo[3,2-b]pyridin-5-one CN1C2=C(C=CC1=O)N(C=C2C2=NC(=NC(=C2)OC2=CC=C(C=C2)C(F)(F)F)C)C2=NC=CN=C2C